3-(ethyliminomethylamino)propyl-dimethyl-azane hydrochloride Cl.C(C)N=CNCCCN(C)C